C1=CC2=C(C3=NC(=C(C4=CC=C(N4)C(=C5C=CC(=C1N2)N5)C6=C(C(=C(C(=C6F)F)F)F)F)C7=C(C(=C(C(=C7F)F)F)F)F)C=C3)C8=C(C(=C(C(=C8F)F)F)F)F 5,10,15-tris(pentafluorophenyl)corrole